methyl 4-(2-chloro-3,4-difluorophenyl)-6-((2r,3R,4r,5S)-4-(methoxycarbonyl) cuban-1-yl)-2-(thiazol-2-yl)-1,4-dihydropyrimidine-5-carboxylate ClC1=C(C=CC(=C1F)F)C1N=C(NC(=C1C(=O)OC)C12C3C4C5(C3C1C5C24)C(=O)OC)C=2SC=CN2